C1(=CC=CC=C1)S(=O)(=O)OC1=CC=C(C=C1)NC(=O)NC1=CC=C(C=C1)OS(=O)(=O)C=1C(C)=CC=CC1 N-[4-(phenylsulfonyloxy)phenyl]-N'-[4-(o-toluenesulfonyloxy)phenyl]urea